C(C)N(C(=O)C1=NC(=C(N=C1N)CC)C1=CC=C(C=C1)C)C1=CC(=C(C=C1)S(NC(C)=O)(=O)=O)F diethyl-N-(4-(N-acetylsulfamoyl)-3-fluorophenyl)-3-amino-6-p-tolylpyrazine-2-carboxamide